bis(trimethylsilyl) (triethylsilyl) phosphite P(O[Si](C)(C)C)(O[Si](C)(C)C)O[Si](CC)(CC)CC